OC(C(=O)O)CCCCCCCCCC\C=C/CCCCCCCC monohydroxyerucic acid